(3,5-difluoro-4-((2-(trifluoromethyl)pyrimidin-5-yl)oxy)phenyl)methanol FC=1C=C(C=C(C1OC=1C=NC(=NC1)C(F)(F)F)F)CO